Cl.NC[C@@H]1N(CCCC1)C(=O)C1=CN(CCS1)C=1C2=C(N=CN1)NC=C2C (R)-(2-(aminomethyl)piperidin-1-yl)(4-(5-methyl-7H-pyrrolo[2,3-d]pyrimidin-4-yl)-3,4-dihydro-2H-1,4-thiazin-6-yl)methanone hydrochloride